S1C2=C(C(=C1)C(=O)N)CCCC2 4,5,6,7-tetrahydrobenzo[b]thiophen-3-carboxamid